6-(4-fluorophenyl)-2-(1-methyl-1H-pyrazol-3-yl)nicotinonitrile FC1=CC=C(C=C1)C1=NC(=C(C#N)C=C1)C1=NN(C=C1)C